CC1=NN=C(O1)C(=O)Cl 5-methyl-1,3,4-oxadiazole-2-carbonyl chloride